BrC1=CC2=C(N(C=N2)[C@@H]2C[C@@H](CCC2)NC2=NC=C(C(=N2)OC)C#N)C=C1 2-(((1R,3S)-3-(5-bromo-1H-benzo[d]imidazol-1-yl)cyclohexyl)amino)-4-methoxypyrimidine-5-carbonitrile